3-((tetrahydro-2H-pyran-4-yl)oxy)pyridine O1CCC(CC1)OC=1C=NC=CC1